1,1,2-TRIFLUORoETHAN FC(CF)F